2-(5-fluoro-3-pyridinyl)-3-(1H-pyrazolo[3,4-b]pyridin-4-yl)-6,7-dihydro-4H-pyrazolo[5,1-c][1,4]oxazine FC=1C=C(C=NC1)C1=NN2C(COCC2)=C1C1=C2C(=NC=C1)NN=C2